N-(5-methyl-2-propyl-1H-inden-1-yl)-2-oxo-6-(trifluoromethyl)-1,2-dihydropyridine-3-carboxamide CC=1C=C2C=C(C(C2=CC1)NC(=O)C=1C(NC(=CC1)C(F)(F)F)=O)CCC